8-(1-((2-bromo-6-fluoropyridin-3-yl)amino)ethyl)-3,6-dimethyl-2-morpholino-4H-chromen-4-one BrC1=NC(=CC=C1NC(C)C=1C=C(C=C2C(C(=C(OC12)N1CCOCC1)C)=O)C)F